2,6-dichloro-N-methylpyridine-3-sulfonamide ClC1=NC(=CC=C1S(=O)(=O)NC)Cl